FC=1C=C(C2=C(OCCO2)C1)NC1=NC=2N(C(=C1)NC)N=CC2NC(=O)NCC#C 1-(5-((7-fluoro-2,3-dihydrobenzo[b][1,4]dioxin-5-yl)amino)-7-(methylamino)pyrazolo[1,5-a]pyrimidin-3-yl)-3-(prop-2-yn-1-yl)urea